Ethyl 4-((2,2-difluoroethyl)amino)benzoate FC(CNC1=CC=C(C(=O)OCC)C=C1)F